5-amino-1-cyclopropyl-3-ethyl-1H-benzo[d]imidazol-2(3H)-one NC1=CC2=C(N(C(N2CC)=O)C2CC2)C=C1